1H-1,2,3-triazole-4-carboxylic acid ethyl ester C(C)OC(=O)C=1N=NNC1